CC=1C=CC(=NC1)[C@@H]1[C@H](C1)C(=O)OCC (S,S)-ethyl 2-(5-methylpyridin-2-yl)cyclopropanecarboxylate